methyl 4-(4-(tert-butyl)phenyl)pyrrolo[1,2-a]quinoxaline-7-carboxylate C(C)(C)(C)C1=CC=C(C=C1)C=1C=2N(C3=CC=C(C=C3N1)C(=O)OC)C=CC2